di(2-propenyl)amine C(C=C)NCC=C